(9aR)-8-(2-(5-Cyanopyridin-2-yl)propyl)-9-oxooctahydro-2H-pyrazino[1,2-a]pyrazin C(#N)C=1C=CC(=NC1)C(CN1C([C@@H]2N(CCNC2)CC1)=O)C